N1,N1'-([1,1'-Biphenyl]-3,5-diylbis(methylene))bis(N3-(3-(isobutylamino)propyl)propane-1,3-diamine) hydrochloride salt Cl.C1(=CC(=CC(=C1)CNCCCNCCCNCC(C)C)CNCCCNCCCNCC(C)C)C1=CC=CC=C1